N1CC(C1)N1N=CC(=C1)N1N=CC2=NC(=C(C=C21)OC)C2=C1CCCC1=CC=C2 (1-(azetidin-3-yl)-1H-pyrazol-4-yl)-5-(2,3-dihydro-1H-inden-4-yl)-6-methoxy-1H-pyrazolo[4,3-b]pyridine